C(C)(C)(C)OC(N[C@H]1CS(C2=C(N(C1=O)CC1=CC=C(C=C1)C1=NOC(=N1)C(F)(F)F)C=C(C(=C2)F)C=2C=NC=C(C2)N2CCOCC2)(=O)=O)=O N-[(3R)-8-fluoro-1,1,4-triketo-7-(5-morpholino-3-pyridyl)-5-[4-[5-(trifluoromethyl)-1,2,4-oxadiazol-3-yl]benzyl]-2,3-dihydro-1λ6,5-benzothiazepin-3-yl]carbamic acid tert-butyl ester